ethyl 5-(pyrrolidin-1-ylmethyl)-4H-1,2,4-triazole-3-carboxylate N1(CCCC1)CC=1NC(=NN1)C(=O)OCC